CN([C@@H]([C@@H](C)CC)C(=O)O)CC1=CC(=CC=C1)C=1OC(=NN1)C=1C(=C(C=CC1)C1=CC=CC=C1)C methyl-(3-(5-(2-methyl-[1,1'-biphenyl]-3-yl)-1,3,4-oxadiazol-2-yl)benzyl)-L-isoleucine